CC1(COCC(CN1)NC1=NC=C(C(=N1)C1=CNC2=C(C(=CC=C12)C#N)P(=O)(C)C)C(F)(F)F)C 3-(2-((3,3-dimethyl-1,4-oxazepan-6-yl)amino)-5-(trifluoromethyl)pyrimidin-4-yl)-7-(dimethylphosphoryl)-1H-indole-6-carbonitrile